5-chloro-2-[[2-[(4-methoxyphenyl)methyl]-5-(trifluoromethyl)pyrazol-3-yl]methyl]pyrimidine ClC=1C=NC(=NC1)CC=1N(N=C(C1)C(F)(F)F)CC1=CC=C(C=C1)OC